CCC(CC)N1N=CC(=C1)C=1C=2N(C=C(N1)C=1C=NN(C1)CC1(CCOCC1)O)N=CC2 4-((4-(4-(1-(pent-3-yl)-1H-pyrazol-4-yl)pyrazolo[1,5-a]pyrazin-6-yl)-1H-pyrazol-1-yl)methyl)tetrahydro-2H-pyran-4-ol